3-[2-methyl-4-(1-tetrahydropyran-2-yl-3-vinyl-pyrazolo[3,4-c]pyridin-5-yl)pyrazol-3-yl]oxypropyl methanesulfonate CS(=O)(=O)OCCCOC=1N(N=CC1C=1C=C2C(=CN1)N(N=C2C=C)C2OCCCC2)C